ClC1=NC2=C(C(=C(C=C2C(=N1)N1C[C@H]2CC[C@@H](C1)N2C(=O)OC(C)(C)C)Cl)C2=CC(=CC1=CC=C(C(=C21)F)F)OCOC)F tert-Butyl (1R,5S)-3-((R or S)-2,6-dichloro-7-(7,8-difluoro-3-(methoxymethoxy)naphthalen-1-yl)-8-Fluoroquinazolin-4-yl)-3,8-diazabicyclo[3.2.1]octane-8-carboxylate